1,5-dihydropyrrolo[2,3]indazole N1N=CC2=CCC=3C(=C12)C=CN3